1-(4-bromo-3,5-dimethylphenyl)ethane-1-one BrC1=C(C=C(C=C1C)C(C)=O)C